3-[4-(5-benzylpyrimidin-2-yl)piperazin-1-yl]-7-(1-methyl-1H-pyrazol-4-yl)imidazo[1,2-b]pyridazine C(C1=CC=CC=C1)C=1C=NC(=NC1)N1CCN(CC1)C1=CN=C2N1N=CC(=C2)C=2C=NN(C2)C